N1C(=NC=C1)[BH2-]C=1NC=CN1.[K+] potassium bis(imidazolyl)borohydride